ClC=1C=C(C=CC1C#C)N(C(/C=C/C(=O)OCC)=O)C ethyl (E)-4-((3-chloro-4-ethynylphenyl) (methyl) amino)-4-oxobut-2-enoate